N1C(=NC2=C1C=CC=C2)C2=CC(=NN2CC2=CC=C(C=C2)OC)NC(C2=CC(=C(C=C2)OCCOC)Cl)=O N-[5-(1H-benzimidazol-2-yl)-1-[(4-methoxyphenyl)methyl]pyrazol-3-yl]-3-chloro-4-(2-methoxyethoxy)benzamide